F[C@H]1CC2=CC=3CC[C@H](C3C(=C2C1)NC(=O)N=[S@](=O)(N)C=1C=NN2C1OCCC2)C (R)-N'-(((2S,5R)-2-fluoro-5-methyl-1,2,3,5,6,7-hexahydro-s-indacen-4-yl)carbamoyl)-6,7-dihydro-5H-pyrazolo[5,1-b][1,3]oxazine-3-sulfonimidamide